penta-(phenyl)phenol C1(=CC=CC=C1)C1=C(C(=C(C(=C1O)C1=CC=CC=C1)C1=CC=CC=C1)C1=CC=CC=C1)C1=CC=CC=C1